(2,4,6-Trifluorophenyl)lithium FC1=C(C(=CC(=C1)F)F)[Li]